BrC=1C(=NN(C1)C(=O)OC(C)(C)C)F tert-butyl 4-bromo-3-fluoro-pyrazole-1-carboxylate